COC=1C=C(C=C(C1)OC)N(C(=O)C=1N=C(SC1)C#C)[C@H]1CN(CC1)C1=NC=CC=N1 (R)-N-(3,5-Dimethoxyphenyl)-2-ethynyl-N-(1-(pyrimidin-2-yl)pyrrolidin-3-yl)thiazole-4-carboxamide